CN1C(C(=C(C(=C1)C)[O-])NC(N[C@@H](CC(=O)[O-])C=1C=C(C=CC1)C1=CC=C(C=C1)F)=O)=O.[Na+].[Na+] sodium (S)-3-(3-(1,5-dimethyl-4-oxido-2-oxo-1,2-dihydropyridin-3-yl)ureido)-3-(4'-fluoro biphenyl-3-yl)propanoate